2-[(2-fluoro-4-iodophenyl)amino]-1,6-dihydro-N-(2-hydroxyethoxy)-1,5-dimethyl-6-oxo-3-pyridinecarboxamide FC1=C(C=CC(=C1)I)NC=1N(C(C(=CC1C(=O)NOCCO)C)=O)C